[1-[[5-[[(4S)-2,2-dimethylchroman-4-yl]carbamoyl]pyridin-1-ium-3-yl]-thiazol-5-yl-methyl]-4,4-diethyl-6-oxo-hexahydropyrimidin-2-ylidene]ammonium CC1(OC2=CC=CC=C2[C@H](C1)NC(=O)C=1C=C(C=[NH+]C1)C(N1C(NC(CC1=O)(CC)CC)=[NH2+])C1=CN=CS1)C